2-[(7-amino-12-oxo-4-oxa-1-azatricyclo[7.3.1.05,13]trideca-5(13),6,8,10-tetraen-11-yl)oxy]-N-methylacetamide NC1=CC=2OCCN3C(C(=CC(=C1)C32)OCC(=O)NC)=O